BrC1=CC=C(C=C1)C(O)C1CN(C1)CCCF (4-bromophenyl)(1-(3-fluoropropyl)azetidin-3-yl)methanol